ClC1=C(C=CC=C1C(=O)N1CCS(CC1)(=O)=O)NC1=C(C=C(C(=O)N=C2NCCN2)C=C1)C1CC1 4-{[2-chloro-3-(1,1-dioxo-1λ6-thiomorpholine-4-carbonyl)phenyl]amino}-3-cyclopropyl-N-[(2E)-imidazolidin-2-ylidene]benzamide